ClC=1C2=CN(N=C2C=CC1C1=NNC2=NC(=C(N=C21)C)N2CCC1(CN(C1)C(=O)OC(C)(C)C)CC2)C tert-Butyl 7-[3-(4-chloro-2-methyl-2H-indazol-5-yl)-5-methyl-1H-pyrazolo[3,4-b]pyrazin-6-yl]-2,7-diazaspiro[3.5]nonane-2-carboxylate